4-chloro-N-(2,3-dihydro-1H-inden-2-yl)-6-((3-fluoro-2-methylphenyl)amino)picolinamide ClC1=CC(=NC(=C1)NC1=C(C(=CC=C1)F)C)C(=O)NC1CC2=CC=CC=C2C1